OC1SC(C(N1)C(=O)O)(C)C 2-hydroxy-5,5-dimethylthiazolidine-4-carboxylic acid